4-(4-(1-((3-methoxyphenyl)sulfonyl)azetidine-3-carbonyl)-3,4-dihydro-2H-pyrido[4,3-b][1,4]oxazin-8-yl)benzonitrile COC=1C=C(C=CC1)S(=O)(=O)N1CC(C1)C(=O)N1C2=C(OCC1)C(=CN=C2)C2=CC=C(C#N)C=C2